C(C)(C)(C)OC(=O)N1CCN(CC1)CC1=CC(=CC=C1)NC=1C(=NC(=CC1)C1=CC=CC=2OCCOC21)OC 4-{3-[6-(2,3-Dihydro-benzo[1,4]dioxin-5-yl)-2-methoxy-pyridin-3-ylamino]-benzyl}-piperazine-1-carboxylic acid tert-butyl ester